(R)-N-[(1S)-1-(4-bromophenyl)-2,2,2-trifluoro-ethyl]-2-meth-yl-propane-2-sulfinamide BrC1=CC=C(C=C1)[C@@H](C(F)(F)F)N[S@](=O)C(C)(C)C